O=C1NC(CCC1C1=NN(C2=C(C=CC=C12)OC1CCN(CC1)C(=O)C=1N=CC(=NC1)C#N)C)=O 5-(4-((3-(2,6-dioxopiperidin-3-yl)-1-methyl-1H-indazol-7-yl)oxy)piperidine-1-carbonyl)pyrazine-2-carbonitrile